C(CCCCCCCCC(=O)O)(=O)O.C=1(C(=CC=CC1)C)C xylene sebacate